6-(1-(5'-((dimethylamino)methyl)-7'-((2-(methylamino)-1H-imidazol-1-yl)methyl)-1'-keto-1'H-spiro[cyclobutane-1,4'-isoquinoline]-2'(3'H)-yl)ethyl)-4-ethoxynicotinonitrile CN(C)CC1=C2C3(CN(C(C2=CC(=C1)CN1C(=NC=C1)NC)=O)C(C)C1=NC=C(C#N)C(=C1)OCC)CCC3